N-(2-(1-((2-(2,4-dioxotetrahydropyrimidin-1(2H)-yl)-5-fluoropyridin-4-yl)methyl)piperidin-4-yl)-6-(2-hydroxypropan-2-yl)-2H-indazol-5-yl)-6-(trifluoromethyl)nicotinamide O=C1N(CCC(N1)=O)C1=NC=C(C(=C1)CN1CCC(CC1)N1N=C2C=C(C(=CC2=C1)NC(C1=CN=C(C=C1)C(F)(F)F)=O)C(C)(C)O)F